[C@@H]12CCOCC(CCCCCCCCC[C@H]2O1)=O |r| (1SR,16RS)-4,17-dioxabicyclo[14.1.0]heptadecan-6-one